P(=O)(O[C@H](C=C)[C@H]1O[C@H](C[C@@H]1O)N1C(NC(C(=C1)F)=O)=O)(O)O (R)-1-((2S,3S,5R)-5-(5-fluoro-2,4-dioxo-3,4-dihydropyrimidin-1(2H)-yl)-3-hydroxytetrahydrofuran-2-yl)allyl dihydrogen phosphate